C(C1=CC=CC=C1)OC=1C=C(C=CC1)O 3-(benzyloxy)phenol